[OH-].[Li+].[OH-].[Na+] Sodium hydroxide lithium hydroxide